(4-(1H-imidazol-4-yl)phenyl)-N-(3-chlorobenzyl)-2-(6-fluoro-2,3-dioxoindolin-1-yl)acetamide hydrochloride Cl.N1C=NC(=C1)C1=CC=C(C=C1)C(C(=O)NCC1=CC(=CC=C1)Cl)N1C(C(C2=CC=C(C=C12)F)=O)=O